bromobenzene-2,3,4,5,6-d5 benzyl-6-(6-(2,4-dioxo-1,2,3,4-tetrahydropyrimidin-5-yl)imidazo[1,2-b]pyridazin-8-yl)-8,8-difluoro-2,6-diazaspiro[3.4]octane-2-carboxylate C(C1=CC=CC=C1)OC(=O)N1CC2(C1)CN(CC2(F)F)C=2C=1N(N=C(C2)C=2C(NC(NC2)=O)=O)C=CN1.BrC1=C(C(=C(C(=C1[2H])[2H])[2H])[2H])[2H]